IC=1N=C(C(=NC1)C(=O)OC)OC methyl 5-iodo-3-methoxypyrazine-2-carboxylate